19-(benzyloxy)-11-oxo-nonadecanoic acid C(C1=CC=CC=C1)OCCCCCCCCC(CCCCCCCCCC(=O)O)=O